C(C)(C)(C)OC(=O)N([C@@H]1CN(CC12CC2)C(=O)OCC2=CC=CC=C2)C benzyl (S)-7-((tert-butoxycarbonyl)(methyl)amino)-5-azaspiro[2.4]heptane-5-carboxylate